C(#N)C(C)(C)C1=CC(=NC=C1)C(=O)NC1=C(C(=CC(=C1)C=1C=NC2=CC(=NC=C2C1)N(C)CC1=CC=C(C=C1)OC)F)F 4-(2-cyanopropan-2-yl)-N-(2,3-difluoro-5-(7-((4-methoxybenzyl)(methyl)amino)-1,6-naphthyridin-3-yl)phenyl)picolinamide